C(=C)N1C(C(CC1C)(C)C)=O N-vinyl-3,3,5-trimethyl-2-pyrrolidone